1,3,5-trihydroxyethyl-hexahydro-s-triazine OC(C)N1CN(CN(C1)O)O